CN1C(=NC=C1C1=C(C#N)C=C(C=C1)C(F)(F)F)C1=CC=C(C=C1)C(F)(F)F 2-(1-methyl-2-(4-(trifluoromethyl)phenyl)-1H-imidazol-5-yl)-5-(trifluoromethyl)benzonitrile